BrC1=C(C=C2C(=NC=NN2C1=O)N1[C@H](CN(CC1)C(=O)OC(C)(C)C)C)Cl Tert-butyl (S)-4-(7-bromo-6-chloro-8-oxo-8H-pyrido[2,1-f][1,2,4]triazin-4-yl)-3-methylpiperazine-1-carboxylate